CC1=C(C(=O)OC(C2=C(C=C(C=C2C)C)C)=O)C(=CC(=C1)C)C 2,4,6-trimethylbenzoyloxide